ClC=C(C(F)(F)F)Cl 1,2-dichloro-3,3,3-trifluoropropene